methyl (1R,2S,5S)-3-[(2S)-2-(tert-butoxycarbonylamino)-3-pyrrolidin-1-yl-propanoyl]-6,6-dimethyl-3-azabicyclo[3.1.0]hexane-2-carboxylate C(C)(C)(C)OC(=O)N[C@H](C(=O)N1[C@@H]([C@H]2C([C@H]2C1)(C)C)C(=O)OC)CN1CCCC1